COC1=CC=C(CN2N=CC(=C2C=2C=NN3C2NCCC3C)N)C=C1 1-(4-methoxybenzyl)-5-(7-methyl-4,5,6,7-tetrahydropyrazolo[1,5-a]pyrimidin-3-yl)-1H-pyrazol-4-amine